C(C=C)(=O)N1[C@H](CN(CC1)C1=NC(=NC2=CC(=C3C(=C12)OCCC3)C3=C1C=NNC1=CC(=C3Cl)C)N3CC(C3)N(C)C)CC#N 2-((2S)-1-acryloyl-4-(5-(5-chloro-6-methyl-1H-indazol-4-yl)-8-(3-(dimethylamino)azetidin-1-yl)-3,4-dihydro-2H-pyrano[2,3-f]quinazolin-10-yl)piperazin-2-yl)acetonitrile